5-(6-((1-(2-(4-(4-chloro-1,2-diphenylbut-1-en-1-yl)phenoxy)ethyl)piperidin-4-yl)methyl)-3,6-diazabicyclo[3.1.1]heptane-3-yl)-2-(2,6-dioxopiperidin-3-yl)isoindoline ClCCC(=C(C1=CC=CC=C1)C1=CC=C(OCCN2CCC(CC2)CN2C3CN(CC2C3)C=3C=C2CN(CC2=CC3)C3C(NC(CC3)=O)=O)C=C1)C1=CC=CC=C1